ClC1=NC(=C(C(=C1C(=O)OCC1=CC=CC=C1)C1=CC=NC=C1)OC)C benzyl 2-chloro-5-methoxy-6-methyl-(4,4-bipyridine)-3-carboxylate